4-(4-(trans-4-amino-3-fluoropiperidin-1-yl)-6-methylquinazolin-2-yl)-1-(cyclopropylimino)-2,3,4,5-tetrahydro-benzo[f][1,4]thiazepine 1-Oxide N[C@H]1[C@@H](CN(CC1)C1=NC(=NC2=CC=C(C=C12)C)N1CCS(C2=C(C1)C=CC=C2)(=NC2CC2)=O)F